((5S)-(tert-Butoxycarbonylamino)-6-phenyl-(4R)-hydroxy-(2R)-benzylhexanoyl)-L-leucyl-L-phenylalaninamide C(C)(C)(C)OC(=O)N[C@@H](C(=O)N[C@@H](CC(C)C)C(=O)N[C@@H](CC1=CC=CC=C1)C(=O)N)CCCC(C1=CC=CC=C1)(CC1=CC=CC=C1)O